NC1=CC(=NC=C1[N+](=O)[O-])N1CCC2(CC1)[C@@H](C1=CC=CC=C1C2)CC(C)(S(=O)N)C ((S)-1'-(4-amino-5-nitropyridin-2-yl)-1,3-dihydrospiro[indene-2,4'-piperidin]-1-yl)-2-methylpropan-2-sulfinamide